4-((5-chloro-4-((2-(N-methylmethylsulfonamido)phenyl)amino)pyrimidin-2-yl)amino)-N-(7-(hydroxyamino)-7-oxoheptyl)-2-methoxybenzamide ClC=1C(=NC(=NC1)NC1=CC(=C(C(=O)NCCCCCCC(=O)NO)C=C1)OC)NC1=C(C=CC=C1)N(S(=O)(=O)C)C